C(C)OC=1C(=NC(=CC1)C)C(=O)N1C2CC(C(C1CN)C)C2 [2-(3-ethoxy-6-methylpyridine-2-carbonyl)-4-methyl-2-azabicyclo[3.1.1]heptan-3-yl]methanamine